(4S)-4-[(E,1R)-1-hydroxytetracosane-2-enyl]-2,2-dimethyl-oxazolidine-3-carboxylate O[C@H](\C=C\CCCCCCCCCCCCCCCCCCCCC)[C@H]1N(C(OC1)(C)C)C(=O)[O-]